CN(S(=O)(=O)C(F)(F)F)C N,N-dimethyltrifluoromethylsulfonamide